BrC1=C(C(=CC(=C1)OCOC)C)I 1-bromo-2-iodo-5-(methoxymethoxy)-3-methylbenzene